C1(CCCCC1)NC[Si](OCC)(OCC)OCC N-Cyclohexylaminomethyltriethoxysilane